CON=C(CC)C=1N=C(SC1)C(=O)C1=CN(C2=CC=CC=C12)C(=O)OC(C)(C)C tert-Butyl 3-(4-(1-(methoxyimino)propyl)thiazole-2-carbonyl)-1H-indole-1-carboxylate